5-fluoro-2-{3-fluoro-4-[(methylamino)methyl]phenyl}-2H-indazole-7-carboxamide trifluoroacetate FC(C(=O)O)(F)F.FC1=CC2=CN(N=C2C(=C1)C(=O)N)C1=CC(=C(C=C1)CNC)F